tert-butyl 4-[12-(2-hydroxyphenyl)-7-oxo-2,8,10,11-tetrazatricyclo[7.4.0.02,6]trideca-1(9),3,5,10,12-pentaen-4-yl]piperidine-1-carboxylate OC1=C(C=CC=C1)C=1N=NC=2NC(C3=CC(=CN3C2C1)C1CCN(CC1)C(=O)OC(C)(C)C)=O